1,5-Diazido-3-oxapentane N(=[N+]=[N-])CCOCCN=[N+]=[N-]